4-hexylbenzotriazole C(CCCCC)C1=CC=CC=2NN=NC21